N1C(CCC=C1)=O 3,4-dihydropyridin-2(1H)-one